N1=C(C=CC=C1)C#CC1CC(C1)C(=O)OC methyl 3-[2-(2-pyridyl)ethynyl]cyclobutanecarboxylate